((1s,3s)-3-Hydroxy-3-methylcyclobutyl)(7-(z-2-tolyl)-2-azaspiro[3.5]nonan-2-yl)methanone OC1(CC(C1)C(=O)N1CC2(C1)CCC(CC2)C2=C(C=CC=C2)C)C